(S)-4-methyl-3-(1-(pyrimidin-5-yl)pyrrolidin-3-yl)benzoic acid ethyl ester C(C)OC(C1=CC(=C(C=C1)C)[C@H]1CN(CC1)C=1C=NC=NC1)=O